BrC1=CN=C2C(=NC(=NN21)Cl)NCC2=C(C=CC=C2)N2CCN(CC2)C 7-bromo-2-chloro-N-(2-(4-methylpiperazin-1-yl)benzyl)imidazo[2,1-f][1,2,4]triazin-4-amine